(Z)-9-Tetradecenyl acetate C(C)(=O)OCCCCCCCC\C=C/CCCC